N-(2-fluoro-5-methyl-4-((1-methyl-1H-benzo[d]imidazol-5-yl)oxy)phenyl)-6-(octahydrocyclopenta[b]pyrrol-5-yl)pyrido[3,2-d]pyrimidin-4-amine FC1=C(C=C(C(=C1)OC1=CC2=C(N(C=N2)C)C=C1)C)NC=1C2=C(N=CN1)C=CC(=N2)C2CC1C(NCC1)C2